1-(4-fluorophenyl)methanesulfonamide naphthalene-1,8-diyl-(2E,2'E)-bis(2-methyl-3-phenylacrylate) C1(=CC=CC2=CC=CC(=C12)/C(=C(/C(=O)O)\C)/C1=CC=CC=C1)/C(=C(/C(=O)O)\C)/C1=CC=CC=C1.FC1=CC=C(C=C1)CS(=O)(=O)N